1-[5-bromo-1-(2-trimethylsilylethoxymethyl)-1,2,4-triazol-3-yl]-3-(3-methoxyphenyl)propane-1,3-dione BrC1=NC(=NN1COCC[Si](C)(C)C)C(CC(=O)C1=CC(=CC=C1)OC)=O